COC1=NC=C(C=C1)C=1C=C2C(=NC(=NC2=CC1)C)N1CCNCC1 2-methoxy-5-(2-methyl-4-(piperazin-1-yl)quinazolin-6-yl)pyridine